2-[3-(3,4-dihydro-1H-isoquinolin-2-yl)-2-hydroxy-propyl]-7-methoxy-4,5-dihydro-3H-2-benzazepine-1-on C1N(CCC2=CC=CC=C12)CC(CN1C(C2=C(CCC1)C=C(C=C2)OC)=O)O